7-(6-amino-3-fluoro-2-pyridinyl)-6-chloro-1-(2-methyl-6-(2-propanyl)phenyl)-4-((2S)-2-methyl-4-(2-propenoyl)-1-piperazinyl)pyrido[2,3-d]pyrimidin-2(1H)-one NC1=CC=C(C(=N1)C=1C(=CC2=C(N(C(N=C2N2[C@H](CN(CC2)C(C=C)=O)C)=O)C2=C(C=CC=C2C(C)C)C)N1)Cl)F